2-[rel-(2S,3R)-3-(2-chlorophenyl)-2-(2,4-difluorophenyl)-2,3-epoxypropyl]-2H-[1,2,4]triazole-3-thiol ClC1=C(C=CC=C1)[C@@H]1[C@](CN2N=CN=C2S)(O1)C1=C(C=C(C=C1)F)F |o1:7,8|